1-(2-(2-azidoethyl)phenyl)cyclopropane N(=[N+]=[N-])CCC1=C(C=CC=C1)C1CC1